(2R,3R,4S,5R)-3,4,5,6-tetrahydroxy-2-(methylamino)hexanal (R)-3-(5-chloro-2-oxo-6-(1-(pyridin-2-yl)ethoxy)benzo[d]oxazol-3(2H)-yl)propanoate ClC=1C(=CC2=C(N(C(O2)=O)CCC(=O)O)C1)O[C@H](C)C1=NC=CC=C1.O[C@H]([C@H](C=O)NC)[C@@H]([C@@H](CO)O)O